C(CCCCCCCCCCC)N1CCC(CC1)C(=O)O N-n-dodecyl-4-piperidinecarboxylic acid